CC1=CC(=NC(=C1)C)NCC1=C2C=NNC2=C(C(=C1)F)N1CC(NS1(=O)=O)=O 5-(4-(((4,6-dimethylpyridin-2-yl)amino)methyl)-6-fluoro-1H-indazol-7-yl)-1,2,5-thiadiazolidin-3-one 1,1-dioxide